[Br-].ClC=1C=CC(=NC1)[Zn+] (5-chloropyridin-2-yl)-zinc(II) bromide